trans-4-(((trans-4-(3-Cyano-4-methoxyphenyl)cyclohexyl)methyl)(4-(1-isopropyl-1H-pyrazol-4-yl)pyridin-2-yl)carbamoyl)cyclohexyl (2-methoxyethyl)carbamate COCCNC(O[C@@H]1CC[C@H](CC1)C(N(C1=NC=CC(=C1)C=1C=NN(C1)C(C)C)C[C@@H]1CC[C@H](CC1)C1=CC(=C(C=C1)OC)C#N)=O)=O